6-(tert-Butyl) 7-methyl (1S,5R,7R)-3-phenyl-3,6-diazabicyclo[3.2.1]octane-6,7-dicarboxylate C1(=CC=CC=C1)N1C[C@H]2[C@@H](N([C@@H](C1)C2)C(=O)OC(C)(C)C)C(=O)OC